C(C)C(CCN1C(=O)C2C3C=CC(C2C1=O)C3)CCCC N-(3-ethylheptyl)-bicyclo[2.2.1]Hept-5-ene-2,3-dicarboximide